4-{6-[4-(2-((2R,6S)-4-acetyl-2,6-dimethylpiperazin-1-yl)ethoxy)phenyl]quinolin-2-yl}-6-methyl-1H-pyrrolo[2,3-c]pyridin-7(6H)-one C(C)(=O)N1C[C@H](N([C@H](C1)C)CCOC1=CC=C(C=C1)C=1C=C2C=CC(=NC2=CC1)C=1C2=C(C(N(C1)C)=O)NC=C2)C